6-THIOMORPHOLINOPYRIDIN-3-YLBORONIC ACID S1CCN(CC1)C1=CC=C(C=N1)B(O)O